ClC(=O)[C@@H]1N(CCC1)C(=O)OCC1C2=CC=CC=C2C=2C=CC=CC12 (9H-fluoren-9-yl)methyl (R)-2-(chlorocarbonyl)pyrrolidine-1-carboxylate